(R)-4-(6-(4-chlorobenzyl)-2-(oxetane-3-carbonyl)-7,10-dioxo-2,6,9-triazaspiro[4.5]decan-9-yl)-3-fluorobenzonitrile ClC1=CC=C(CN2[C@@]3(CCN(C3)C(=O)C3COC3)C(N(CC2=O)C2=C(C=C(C#N)C=C2)F)=O)C=C1